FC1=C(C=CC(=C1)C1=CN=C2C(=N1)N(N=N2)CC2=CC1=CN(N=C1C=C2)C)P(C)(C)=O (2-Fluoro-4-(1-((2-methyl-2H-indazol-5-yl)methyl)-1H-[1,2,3]triazolo[4,5-b]pyrazin-6-yl)phenyl)dimethyl-phosphine oxide